tert-butyl 2-(4-(4-(4-(hydroxyamino)but-2-yn-1-yl)phenyl)-2,3,9-trimethyl-6H-thieno[3,2-f][1,2,4]triazolo[4,3-a][1,4]diazepin-6-yl)acetate ONCC#CCC1=CC=C(C=C1)C1=NC(C=2N(C3=C1C(=C(S3)C)C)C(=NN2)C)CC(=O)OC(C)(C)C